P([O-])([O-])=N phosphonimidate